N-(4-chlorophenyl)-1-(4-methoxyphenyl)-N-methyl-1H-1,2,4-triazole-3-carboxamide ClC1=CC=C(C=C1)N(C(=O)C1=NN(C=N1)C1=CC=C(C=C1)OC)C